1-bromotetradec-1-yne BrC#CCCCCCCCCCCCC